COC1=C(C(=CC(=C1)OC)OC)P(C1=C(C=C(C=C1OC)OC)OC)C1=C(C=C(C=C1OC)OC)OC tris(2,4,6-trimethoxyphenyl)phosphine